3,5,6-trimethyl-3-cyclohexene-carboxaldehyde CC=1CC(C(C(C1)C)C)C=O